{[3-fluoro-1-(3-fluoro(2-pyridyl))cyclobutyl]methyl}(4-methoxy-5-phenylpyrimidin-2-yl)methylamine FC1CC(C1)(C1=NC=CC=C1F)CNCC1=NC=C(C(=N1)OC)C1=CC=CC=C1